FC1=CC=C(C=C1)C(CC(=O)C1=CC=CC=C1)\C=C\C=C\C1=CC=C(C=C1)OC (4E,6E)-3-(4-Fluorophenyl)-7-(4-methoxyphenyl)-1-phenylhepta-4,6-dien-1-one